Ethyl (2R)-2-([1-(2-chlorophenyl)-5-(3-cyclopropoxyphenyl)-1H-pyrazol-3-yl]methoxy)-2-methylbutanoate ClC1=C(C=CC=C1)N1N=C(C=C1C1=CC(=CC=C1)OC1CC1)CO[C@@](C(=O)OCC)(CC)C